tert-butyl (3R)-1-((1S,2S)-4,6-dichloro-1-(4-(N-(8-(2,2,2-trifluoroacetamido)octyl)sulfamoyl)phenoxy)-2,3-dihydro-1H-inden-2-yl)piperidin-3-ylcarbamate ClC1=C2C[C@@H]([C@H](C2=CC(=C1)Cl)OC1=CC=C(C=C1)S(NCCCCCCCCNC(C(F)(F)F)=O)(=O)=O)N1C[C@@H](CCC1)NC(OC(C)(C)C)=O